C1(=CC=CC=C1)P(C1=NC2=CC=C(C=C2C(=C1)C(F)F)Br)(C1=CC=CC=C1)=O diphenyl-(6-bromo-4-difluoromethyl-quinolin-2-yl)phosphorus oxide